C(C)(C)(C)C1=CC=C(C=C1)C1=C2C=C(C(C2=C(C=2CCCC12)C1=CC=C(C=C1)C(C)(C)C)[Si](C)(C)Cl)C [4,8-bis(4-Tert-butylphenyl)-2-methyl-1,5,6,7-tetrahydro-s-indacen-1-yl]Chlorodimethyl-silane